FC1=C(C=C2C=CN(C(C2=C1F)=O)CCCCNC=1C=NNC(C1C(F)(F)F)=O)C1=NC=C(C=N1)C(F)(F)F 7,8-difluoro-2-(4-((6-oxo-5-(trifluoromethyl)-1,6-dihydropyridazin-4-yl)amino)butyl)-6-(5-(trifluoromethyl)pyrimidin-2-yl)isoquinolin-1(2H)-one